The molecule is a hydroxy monocarboxylic acid anion that is the conjugate base of mevinolinic acid, obtained by deprotonation of the carboxy group; major species at pH 7.3. It is a conjugate base of a mevinolinic acid. CC[C@H](C)C(=O)O[C@H]1C[C@H](C=C2[C@H]1[C@H]([C@H](C=C2)C)CC[C@H](C[C@H](CC(=O)[O-])O)O)C